LITHIUM DIFLUORoPHOSPHAT P(=O)([O-])(F)F.[Li+]